C(C=C)(=O)N1C[C@H](CC1)C(=O)O (3S)-1-(prop-2-enoyl)pyrrolidine-3-carboxylic acid